S1C=NC2=C1CCCC2 4,5,6,7-tetrahydrobenzo[d]thiazol